C(#N)C1=NC(=C2C=C(N=CC2=C1)N[C@@H]1CN(CCC1)C(=O)OC(C)(C)C)NC1CCC1.C(C)(C)(C)C=C tertiary butyl ethylene tert-butyl (S)-3-((7-cyano-5-(cyclobutylamino)-2,6-naphthyridin-3-yl)amino)piperidine-1-carboxylate